F[C@H]1C[C@@H](N(C1)C=1C=CC=2N(N1)C(=CN2)C2=NC=CC(=C2)CO)C=2C(=NC=C(C2)F)OC (2-(6-((2R,4S)-4-fluoro-2-(5-fluoro-2-methoxypyridin-3-yl)pyrrolidin-1-yl)imidazo[1,2-b]pyridazin-3-yl)pyridin-4-yl)methanol